2-(4-(2-ethyl-3-(ethyl(4-(4-fluorophenyl)thiazol-2-yl)amino)-7-methyl-2H-pyrazolo[4,3-b]pyridin-5-yl)piperazin-1-yl)-1-(3-hydroxyazetidin-1-yl)ethanone 2,6-difluorophenolat FC1=C(C(=CC=C1)F)[O-].C(C)N1N=C2C(N=C(C=C2C)N2CCN(CC2)CC(=O)N2CC(C2)O)=C1N(C=1SC=C(N1)C1=CC=C(C=C1)F)CC